gamma-aminopropyl-methyltriethoxysilane NCCCC(C)O[Si](OCC)(OCC)C